BrC=1C=CC(=C(C1)CC(C(=O)NC1=CC=C(C=C1)C1=NN=CN1C)NC(=O)C=1C(=NOC1)C)Cl N-[1-[(5-bromo-2-chloro-phenyl)methyl]-2-[4-(4-methyl-1,2,4-triazol-3-yl)anilino]-2-oxo-ethyl]-3-methyl-isoxazole-4-carboxamide